C(C)(C)(C)C=1C(=C(C=C(C1O)N)O)C 3-tertiary butyl-aminohydroxyl-methyl-phenol